C(C)(C)(C)OC(=O)N(S(=O)(=O)C1=CC=C(C=C1)[C@H]1C([C@@H]1C(=O)OCC)(C)C)C(C)(C)C ethyl (1R,3R)-3-{4-[(tert-butoxycarbonyl)(tert-butyl)sulfamoyl]phenyl}-2,2-dimethylcyclopropanecarboxylate